C12CN(CC2O1)C(=O)OCC1=CC=CC=C1 Benzyl 6-oxa-3-azabicyclo[3.1.0]hexane-3-carboxylate